N-acetyl-5-hydroxytryptamine sodium [Na].C(C)(=O)NCCC1=CNC2=CC=C(C=C12)O